ClC=1C=C2C=C(NC2=CC1OCC=1N=CSC1)CNC(CO)=O N-((5-chloro-6-(thiazol-4-ylmethoxy)-1H-indol-2-yl)methyl)-2-hydroxyacetamide